vinyl-trimethoxysilane silicon [Si].C(=C)[Si](OC)(OC)OC